C(CCCCCCCCCC)NC(=O)C1=CC2=C(NC=N2)C=C1 N-Undecyl-1H-benzo[d]imidazole-5-carboxamide